C1=CC=C(C=C1)N=C(N)N=C(N)N The molecule is a member of the class of biguanides that is biguanide in which one of the terminal nitrogen atoms is substituted by a phenyl group. It has a role as a central nervous system drug. It derives from a biguanide.